acrylic acid hydroxybutyl ester OCCCCOC(C=C)=O